OCC1C=CC(Cl)=CC=1Cl Dichlorobenzyl Alcohol